3-((6-oxo-5-(trifluoromethyl)-1,6-dihydropyridazin-3-yl)methyl)benzoic acid O=C1C(=CC(=NN1)CC=1C=C(C(=O)O)C=CC1)C(F)(F)F